N-(6-cyclopropyl-2-((1,3-dioxoisoindolin-2-yl)methyl)imidazo[1,2-a]pyridin-8-yl)methanesulfonamide C1(CC1)C=1C=C(C=2N(C1)C=C(N2)CN2C(C1=CC=CC=C1C2=O)=O)NS(=O)(=O)C